(tert-butyl 2-chloro-4-hydroxyphenyl) carbamate C(N)(OC1=C(C(=C(C=C1)O)C(C)(C)C)Cl)=O